9,9-bis(2-methylbutoxy)-7-nonynoic acid ethyl ester C(C)OC(CCCCCC#CC(OCC(CC)C)OCC(CC)C)=O